carboxyphenyl-sulfonic acid C(=O)(O)C1=C(C=CC=C1)S(=O)(=O)O